methyl (S)-2-(4-methyl-1-pivaloylpiperidine-4-carboxamido)-9-(5,6,7,8-tetrahydro-1,8-naphthyridin-2-yl)nonanoate CC1(CCN(CC1)C(C(C)(C)C)=O)C(=O)N[C@H](C(=O)OC)CCCCCCCC1=NC=2NCCCC2C=C1